C1CC(=C1Br)Br dibromocyclobutene